FC=1C(=CC(=C(C(=O)NC(CC)CC)C1)O[C@@H](C)CCC)N1N=C(N(C1=O)C)C(C)O 5-Fluoro-4-[3-(1-hydroxyethyl)-4-methyl-5-oxo-4,5-dihydro-1H-1,2,4-triazol-1-yl]-N-(pent-3-yl)-2-[(2S)-pent-2-yloxy]benzamide